2-((6-(4-(4-bromobenzoyl)piperazin-1-yl)-3,5-dicyano-4-ethylpyridin-2-yl)thio)-2-phenylacetamide BrC1=CC=C(C(=O)N2CCN(CC2)C2=C(C(=C(C(=N2)SC(C(=O)N)C2=CC=CC=C2)C#N)CC)C#N)C=C1